N-(1-(naphthalen-1-yl)ethyl)-2-(pyrrolidin-2-yl)acetamide C1(=CC=CC2=CC=CC=C12)C(C)NC(CC1NCCC1)=O